(E)-4-(2-nitrovinyl)morpholine 1-(3-(4-chloropicolinamido)-5-(trifluoromethyl)pyridin-2-yl)piperidin-4-yl-acetate ClC1=CC(=NC=C1)C(=O)NC=1C(=NC=C(C1)C(F)(F)F)N1CCC(CC1)CC(=O)O.[N+](=O)([O-])/C=C/N1CCOCC1